2-[(4-Piperidyl)meth-yl]pyridine N1CCC(CC1)CC1=NC=CC=C1